N=S1(CC2=C(N=C(N=C2)N2CCN(CC2)C(C)C=2C=CC3=C(N=C(S3)C)C2)CC1)=O 6-imino-2-(4-(1-(2-methylbenzo[d]thiazol-5-yl)ethyl)piperazin-1-yl)-5,6,7,8-tetrahydro-6λ4-thiopyrano[4,3-d]pyrimidine 6-oxide